4-[5-[(1S)-2-amino-1-hydroxyethyl]pyridin-2-yl]-3-(2-methyl-6-pyrrolidin-1-ylpyridin-4-yl)oxybenzonitrile NC[C@@H](O)C=1C=CC(=NC1)C1=C(C=C(C#N)C=C1)OC1=CC(=NC(=C1)N1CCCC1)C